ClC1=CC2=C(C=C3N2C(=NN(C3=O)CC(=O)O)C(C)C)S1 2-(2-Chloro-5-isopropyl-8-oxothieno[2',3':4,5]pyrrolo[1,2-d][1,2,4]triazin-7(8H)-yl)acetic acid